(S)-2-methylazepane hydrochloride Cl.C[C@@H]1NCCCCC1